(R)-5-chloro-2-fluoro-3-((4-(1-fluoroethyl)-1-((6-(hydroxymethyl)-2-oxo-1,2-dihydropyridin-3-yl)methyl)-6-oxo-1,6-dihydropyrimidin-5-yl)oxy)benzonitrile ClC=1C=C(C(=C(C#N)C1)F)OC1=C(N=CN(C1=O)CC=1C(NC(=CC1)CO)=O)[C@@H](C)F